sodium (D)-β-hydroxybutyrate OC(CC(=O)[O-])C.[Na+]